4-(5-(3-(3-(Methoxymethyl)phenyl)-1H-pyrazol-1-yl)-2-(morpholinomethyl)-thieno[3,2-b]pyridin-7-yl)morpholine COCC=1C=C(C=CC1)C1=NN(C=C1)C1=CC(=C2C(=N1)C=C(S2)CN2CCOCC2)N2CCOCC2